2-[2-chloro-4-(methylsulfonyl)-3-(morpholin-4-ylmethyl)benzoyl]-3-hydroxycyclohex-2-en-1-on ClC1=C(C(=O)C=2C(CCCC2O)=O)C=CC(=C1CN1CCOCC1)S(=O)(=O)C